Ethyl 2,3-dimethyl-1-(phenylsulfonyl)-1H-indole-5-carboxylate CC=1N(C2=CC=C(C=C2C1C)C(=O)OCC)S(=O)(=O)C1=CC=CC=C1